N1N=C(C2=CC=CC=C12)NC(CC1=CC(=C(OC2=NC=CC=C2C(=O)N)C=C1)Cl)=O 2-(4-(2-((1H-indazol-3-yl)amino)-2-oxoethyl)-2-chlorophenoxy)pyridine-3-carboxamide